N-(3,3-dimethylcyclobutyl)-5-(3-(2-methoxyethyl)-2-methyl-3H-imidazo[4,5-b]pyridin-5-yl)pyrrolo[2,1-f][1,2,4]triazin-2-amine CC1(CC(C1)NC1=NN2C(C=N1)=C(C=C2)C2=CC=C1C(=N2)N(C(=N1)C)CCOC)C